methyl (E)-3-(4-((1S,3S)-2-(bicyclo[1.1.1]pentan-1-yl)-3-ethyl-2,3,4,9-tetrahydro-1H-pyrido[3,4-b]indol-1-yl)-3,5-difluorophenyl)acrylate C12(CC(C1)C2)N2[C@H](C=1NC3=CC=CC=C3C1C[C@@H]2CC)C2=C(C=C(C=C2F)/C=C/C(=O)OC)F